[C@@H]12CN(C[C@H]2CC1)C=1C=2N(N=C(C1)C=1C(NC(NC1)=O)=O)C=CN2 5-(8-(cis-3-azabicyclo[3.2.0]heptan-3-yl)imidazo[1,2-b]pyridazin-6-yl)pyrimidine-2,4(1H,3H)-dione